ClC1=CC2=C(N(C(C3=C(N2)C=CC=C3)=O)C)C=C1 7-chloro-10-methyl-5,10-dihydro-11H-dibenzo[b,e][1,4]diazepin-11-one